N1=CC(=CC=C1)NC(=O)C1=NC(=NC(=C1)C1=CC(=CC=C1)Cl)C 6-(3-Chloro-phenyl)-2-methyl-pyrimidine-4-carboxylic acid pyridin-3-ylamide